FC(OC1=C(C=C(C=C1)B(O)O)F)F 4-DIFLUOROMETHOXY-3-FLUORO-BENZENEBORONIC ACID